Cl.CN(C1=NN2C(S1)=NC(=C2)C2=C(C=C(C=C2)C=2C=NNC2)O)C2CC(NC(C2)(C)C)(C)C 2-{2-[Methyl(2,2,6,6-tetramethylpiperidin-4-yl)amino]imidazo[2,1-b][1,3,4]thiadiazol-6-yl}-5-(1H-pyrazol-4-yl)phenol Hydrochlorid